C(N)(=O)N Amido-Carbamat